N-methyl-1-(2-(2-methylpiperazin-1-yl)-5-(trifluoromethyl)pyrimidin-4-yl)azetidine-3-carboxamide tert-butyl-3-cyclobutyl-2-((diphenylmethylene)amino)propanoate C(C)(C)(C)OC(C(CC1CCC1)N=C(C1=CC=CC=C1)C1=CC=CC=C1)=O.CNC(=O)C1CN(C1)C1=NC(=NC=C1C(F)(F)F)N1C(CNCC1)C